NC1=CC=NN1C1=NN=C(S1)NC(=O)C1=CC(=C(C(O1)=O)O[C@H]1C[C@@H](CCC1)OC)C1=NC=CC=C1OC N-(5-(5-amino-1H-pyrazol-1-yl)-1,3,4-thiadiazol-2-yl)-3-(((1R,3R)-3-methoxycyclohexyl)oxy)-4-(3-methoxypyridin-2-yl)-2-oxo-2H-pyran-6-carboxamide